4-(2-acryloyl-2,6-diazaspiro[3.4]octan-6-yl)-6-(3,4-dihydroquinolin-1(2H)-yl)-2-morpholinopyrimidine-5-carbonitrile C(C=C)(=O)N1CC2(C1)CN(CC2)C2=NC(=NC(=C2C#N)N2CCCC1=CC=CC=C21)N2CCOCC2